N-(3-(2'-fluoro-3'-methoxy-[1,1'-biphenyl]-4-yl)propyl)-1,3-dimethyl-1H-pyrazole-5-carboxamide FC1=C(C=CC=C1OC)C1=CC=C(C=C1)CCCNC(=O)C1=CC(=NN1C)C